Trans-2-(1-(naphthalen-2-ylmethyl)-5-(4-(trifluoromethyl)phenyl)piperidin-3-yl)acetic acid C1=C(C=CC2=CC=CC=C12)CN1C[C@H](C[C@@H](C1)C1=CC=C(C=C1)C(F)(F)F)CC(=O)O